O1C(=NC2=C1C=CC=C2)C2=C(SC=C2)C=2OC1=C(N2)C=CC=C1 bis-benzoxazolyl-thiophene